C1(CC1)C1=C(C(=NO1)C1=C(C=CC=C1Cl)Cl)COC1C[C@H]2CC[C@@H](C1)N2C2=NN=C(O2)C=2C=CC(=C(C(=O)O)C2)OC 5-((1R,3r,5S)-(3-((5-cyclopropyl-3-(2,6-dichlorophenyl)isoxazol-4-yl)methoxy)-8-azabicyclo[3.2.1]octan-8-yl)-1,3,4-oxadiazol-2-yl)-2-methoxybenzoic acid